Methyloloctane dimethacrylate C(C(=C)C)(=O)O.C(C(=C)C)(=O)O.C(O)CCCCCCCC